ClC=1C=C2C=C(NC2=C(C1C1=NC=C(N=C1)OC)F)CCC(=O)N ((5-chloro-7-fluoro-6-(5-methoxypyrazin-2-yl)-1H-indol-2-yl)methyl)acetamide